C(#N)[C@H]1N(CSC1)C(CNC(=O)C1=CC=NC2=CC=C(C=C12)N1C=CC=2CCCCC12)=O (R)-N-(2-(4-Cyanothiazolidin-3-yl)-2-oxoethyl)-6-(4,5,6,7-tetrahydro-1H-indol-1-yl)quinoline-4-carboxamide